C1(CC1)S(=O)(=O)NC=1SC=C(N1)C(C(=O)NC1=CC(=C(C=C1)C=1C=NC=CC1)OC)(C)C 2-(2-(cyclopropanesulfonylamino)thiazol-4-yl)-N-(3-methoxy-4-(pyridin-3-yl)phenyl)-2-methylpropanamide